OCC1(C(NCC1)=O)NC(=O)C1=C(C=C2C=CC(=CN12)OC1=CC(=CC=C1)OC)C N-(3-(hydroxymethyl)-2-oxopyrrolidin-3-yl)-6-(3-methoxyphenoxy)-2-methylindolizine-3-carboxamide